NC(C(CCC(=O)OC(C)(C)C)N1C(C2=C(C(=CC=C2C1)CO)OC1CCC(CC1)O[Si](C)(C)C(C)(C)C)=O)=O tert-butyl 5-amino-4-(7-(((1S,4S)-4-((tert-butyldimethylsilyl)oxy) cyclohexyl)oxy)-6-(hydroxymethyl)-1-oxoisoindolin-2-yl)-5-oxopentanoate